2-amino-6-(trifluoromethyl)-1H-indole-3-carbonitrile NC=1NC2=CC(=CC=C2C1C#N)C(F)(F)F